BrC1=CC=C(C=C1)C#CCC=C 1-bromo-4-(pent-4-en-1-ynyl)benzene